N''-[(dimethylamino)(methylimino)methyl]-N,N,N',N'-tetramethylguanidine CN(C)C(N=C(N(C)C)N(C)C)=NC